BrC1=CC(=C(C=C1C)S(=O)(=O)NCCO)F 4-bromo-2-fluoro-N-(2-hydroxyethyl)-5-methylbenzenesulfonamide